C(C)(C)(C)OC(NC1=C(C=C(C(=C1)[N+](=O)[O-])N(C)CCN(C)C)OC)=O (4-((2-(dimethylamino)ethyl)(methyl)amino)-2-methoxy-5-nitrophenyl)carbamic acid tert-butyl ester